6-(cyclopropylmethoxy)-1H-indole C1(CC1)COC1=CC=C2C=CNC2=C1